2-(3-(5,6-dihydro-2H-pyran-3-yl)benzyl)-3-(2-fluorophenyl)-5-methyl-2,4,5,6-tetrahydropyrrolo[3,4-c]pyrazole O1CC(=CCC1)C=1C=C(CN2N=C3C(=C2C2=C(C=CC=C2)F)CN(C3)C)C=CC1